2-ethyl-9,10-bis(n-nonyloxycarbonyloxy)anthracene methyl-4-amino-1-(2-bromophenyl)-2-oxo-7-(trifluoromethyl)-1,2-dihydroquinoline-3-carboxylate COC(=O)C=1C(N(C2=CC(=CC=C2C1N)C(F)(F)F)C1=C(C=CC=C1)Br)=O.C(C)C1=CC2=C(C3=CC=CC=C3C(=C2C=C1)OC(=O)OCCCCCCCCC)OC(=O)OCCCCCCCCC